[4-({[4-(4-amino-2-butyl-7-methylthieno[3,2-b]imidazo[4,5-d]pyridine-1-yl)butyl]amino}carbonyl)cyclohexyl]methyl 4-methylbenzenesulfonate CC1=CC=C(C=C1)S(=O)(=O)OCC1CCC(CC1)C(=O)NCCCCN1C(=NC=2C1=C1C(=NC2N)C=C(S1)C)CCCC